C(C)OC(=O)C1=C(N=C(S1)NC1=NC(=CC(=N1)CC(=O)OCC)N1CCOCC1)C 2-[(4-ethoxycarbonylmethyl-6-morpholin-4-yl-pyrimidin-2-yl)amino]-4-methyl-5-thiazolecarboxylic acid ethyl ester